CN1N=CN(C1=O)C1=CC=C(C=C1)N1CCN(CC1)C1=CC=C(C=C1)B1OC(C(O1)(C)C)(C)C 2-methyl-4-(4-(4-(4-(4,4,5,5-tetramethyl-1,3,2-dioxaborolan-2-yl)phenyl)piperazin-1-yl)phenyl)-2,4-dihydro-3H-1,2,4-triazol-3-one